O[C@H]1C[C@H]2[C@@H]3CCC([C@@]3(C)CC[C@@H]2[C@]2(CCCCC12)C)=O 6alpha-hydroxy-17-oxoandrostan